BrC1=CC(=C(CCOCCN)C=C1)OC 2-(4-bromo-2-methoxyphenethoxy)ethan-1-amine